tert-butyl N-tert-butoxycarbonyl-N-(4,6-dichloropyrimidin-2-yl)carbamate C(C)(C)(C)OC(=O)N(C(OC(C)(C)C)=O)C1=NC(=CC(=N1)Cl)Cl